1-(2-hydroxy-4-methoxyphenyl)-3-(2',4'-dimethoxyphenyl)-1-propanol OC1=C(C=CC(=C1)OC)C(CCC1=C(C=C(C=C1)OC)OC)O